ruthenium(6+) 1,3-bis(2,4,6-trimethylphenyl)imidazolidine-2,2-diide CC1=C(C(=CC(=C1)C)C)N1[C-2]N(CC1)C1=C(C=C(C=C1C)C)C.[Ru+6].CC1=C(C(=CC(=C1)C)C)N1[C-2]N(CC1)C1=C(C=C(C=C1C)C)C.CC1=C(C(=CC(=C1)C)C)N1[C-2]N(CC1)C1=C(C=C(C=C1C)C)C